2-amino-5-(2-(1-(4,4-difluorocyclohexyl)pyrrolidin-3-yl)-2H-indazol-5-yl)nicotinic acid methyl ester COC(C1=C(N=CC(=C1)C1=CC2=CN(N=C2C=C1)C1CN(CC1)C1CCC(CC1)(F)F)N)=O